CCCCCCCCCO n-Nonyl alcohol